2,2,4-trimethyl-3-hydroxyvaleric acid isobutyl ester C(C(C)C)OC(C(C(C(C)C)O)(C)C)=O